Methyl 2-(3-(butyramido(5-chloro-8-hydroxyquinolin-7-yl)methyl)phenoxy)acetate C(CCC)(=O)NC(C=1C=C(OCC(=O)OC)C=CC1)C1=CC(=C2C=CC=NC2=C1O)Cl